Caranone CC1CCC2C(C1=O)C2(C)C